N-((1S)-5,6-dichloro-8-(cyanomethoxy)-9-(1-(tetrahydro-2H-pyran-2-yl)-1H-pyrazol-4-yl)-2,3-dihydro-1H-pyrrolo[1,2-a]indol-1-yl)acetamide ClC1=C(C=C(C=2C(=C3N(C12)CC[C@@H]3NC(C)=O)C=3C=NN(C3)C3OCCCC3)OCC#N)Cl